2-[chloro(methyl)amino]-N-[1-(trifluoromethyl)cyclopropyl]acetamide ClN(CC(=O)NC1(CC1)C(F)(F)F)C